OC[C@H](CC=1NC=NC1)NC(=O)C=1C=2C[C@@H]3[C@H](C2N(N1)C1=C(C=C(C=C1)F)F)C3 (1aR,5aR)-2-(2,4-Difluoro-phenyl)-1a,2,5,5a-tetrahydro-1H-2,3-diaza-cyclopropa[a]pentalene-4-carboxylic acid [(S)-1-hydroxymethyl-2-(3H-imidazol-4-yl)-ethyl]-amide